2,3-Dibromo-2,3-dimethylbutane BrC(C)(C(C)(C)Br)C